C(N)(OC(CCC)C#CCI)=O Iodopropynylbutyl carbamat